2-(4-(2-((1-(2,2-difluoroethyl)-6-fluoro-1H-benzo[d]-imidazol-2-yl)-amino)-2-oxo-ethyl)-2-fluoro-phenoxy)nicotinamide FC(CN1C(=NC2=C1C=C(C=C2)F)NC(CC2=CC(=C(OC1=C(C(=O)N)C=CC=N1)C=C2)F)=O)F